[6-[3-(1-hydroxycyclopropyl)-1,2,4-triazol-1-yl]-2-azaspiro[3.3]heptan-2-yl]-[7-[[2-methyl-4-(trifluoromethyl)pyrazol-3-yl]methyl]-2,7-diazaspiro[3.5]nonan-2-yl]methanone OC1(CC1)C1=NN(C=N1)C1CC2(CN(C2)C(=O)N2CC3(C2)CCN(CC3)CC=3N(N=CC3C(F)(F)F)C)C1